CS(=O)(=O)C1=CC(=C(C=C1)NCC#CC=1N(C=2C=CC=C(C2C1)NC1CCN(CC1)C1CN(CC1)C)CC(F)(F)F)OC 2-{3-[(4-methanesulfonyl-2-methoxyphenyl)amino]prop-1-yn-1-yl}-N-[1-(1-methylpyrrolidin-3-yl)piperidin-4-yl]-1-(2,2,2-trifluoroethyl)-1H-indol-4-amine